2-((6-cyanobenzo[d]thiazol-2-yl)amino)-5-(4-methoxyphenyl)-1,3,4-thiadiazol C(#N)C1=CC2=C(N=C(S2)NC=2SC(=NN2)C2=CC=C(C=C2)OC)C=C1